C(N)(OC(CC)C)=O 1-methylpropyl carbamate